7-(2,4-difluorobenzyl)-3-(2-methylbenzyl)-2,3,6,7,8,9-hexahydroimidazo[1,2-a]pyrido[3,4-e]pyrimidin-5(1H)-one FC1=C(CN2CC=3C(N=C4N(C3CC2)CCN4CC4=C(C=CC=C4)C)=O)C=CC(=C1)F